3-((4-ethylphenyl)sulfonyl)-4-hydroxyquinoline-6-carboxylic acid ethyl ester C(C)OC(=O)C=1C=C2C(=C(C=NC2=CC1)S(=O)(=O)C1=CC=C(C=C1)CC)O